meta-Iodobenzylguanidine C1=CC(=CC(=C1)I)CN=C(N)N